Diphenyl-(2,4,6-trimethylbenzoyl)-phosphin oxide C1(=CC=CC=C1)P(C(C1=C(C=C(C=C1C)C)C)=O)(C1=CC=CC=C1)=O